2-(4-(2H-tetrazol-5-yl)phenoxy)-5-bromopyridine N=1NN=NC1C1=CC=C(OC2=NC=C(C=C2)Br)C=C1